lithium chalcone salt C1(=CC=CC=C1)\C=C\C(=O)C1=CC=CC=C1.[Li]